COC=1C=C2CN(CC2=CC1)C1=NC=CC(=N1)C#N 2-(5-methoxyisoindolin-2-yl)pyrimidine-4-carbonitrile